ClC=1C=C(C=CC1F)NC1=NC2=C(C=CC=C2C(=N1)N[C@H](C)C1CC1)NCCN(C)C (R)-N2-(3-chloro-4-fluorophenyl)-N4-(1-cyclopropylethyl)-N8-(2-(dimethylamino)ethyl)quinazoline-2,4,8-triamine